(2-(3-(1-(4-amino-4-oxobutanoyl)piperidin-4-yl)-7'-fluoro-1'-methyl-1H,1'H-[4,6'-biindazol]-1-yl)acetyl)glycylglycine NC(CCC(=O)N1CCC(CC1)C1=NN(C=2C=CC=C(C12)C1=CC=C2C=NN(C2=C1F)C)CC(=O)NCC(=O)NCC(=O)O)=O